(R)-N-((R)-1-(4-bromo-3-fluorophenyl)ethyl)-2-methylpropane-2-sulfinamide BrC1=C(C=C(C=C1)[C@@H](C)N[S@](=O)C(C)(C)C)F